N[C@H]1[C@@H]([C@@H](NC1)C)OC (2S,3S,4R)-4-amino-3-methoxy-2-methylpyrrolidin